NCCC[C@@H]1CN(CC1)C(=O)OC(C)(C)C tert-butyl (3S)-3-(3-aminopropyl)pyrrolidine-1-carboxylate